CC1=NN2C(N(CCC2)C(CCC(=O)NC=2N=NC(=CC2)C=2C=NC=CC2)=O)=C1 4-(2-methyl-6,7-dihydropyrazolo[1,5-a]pyrimidin-4(5H)-yl)-4-oxo-N-(6-(pyridin-3-yl)pyridazin-3-yl)butanamide